CC1(C(N(C2=CC=CC=C12)C(=O)OC(C)(C)C)C(=O)OCC)C 1-tert-butyl 2-ethyl 3,3-dimethylindoline-1,2-dicarboxylate